N-(4-(1-(cyclopropanecarbonyl)indol-5-yl)-5-methylthiazol-2-yl)-2-(3-(2-(2-(2,6-dioxopiperidin-3-yl)-1,3-dioxoisoindolin-4-ylamino)ethoxy)-4-fluorophenyl)acetamide C1(CC1)C(=O)N1C=CC2=CC(=CC=C12)C=1N=C(SC1C)NC(CC1=CC(=C(C=C1)F)OCCNC1=C2C(N(C(C2=CC=C1)=O)C1C(NC(CC1)=O)=O)=O)=O